C(C(C)(C)C)(=O)OCOP(=O)(C)OC1=C(C(=CC(=C1)CCCCC)O)C1C(CCC(=C1)C)C(=C)C ((((6-hydroxy-5'-methyl-4-pentyl-2'-(prop-1-en-2-yl)-1',2',3',4'-tetrahydro-[1,1'-biphenyl]-2-yl)oxy)(methyl)phosphoryl)oxy)methyl pivalate